4-ethyl-1-methyl-5-(4,4,5,5-tetramethyl-1,3,2-dioxaborolan-2-yl)pyridin-2-one ethyl-5-(benzyloxy)-4,4-difluoropentanoate C(C)OC(CCC(COCC1=CC=CC=C1)(F)F)=O.C(C)C1=CC(N(C=C1B1OC(C(O1)(C)C)(C)C)C)=O